NC1=NC=CC=2N1C(=NC2C2CN(CCC2)CC#CC)C2=CC(=C(C(=O)NC1=NC=CC(=C1)C1CC1)C=C2)C#N 4-(5-amino-1-(1-(but-2-ynyl)piperidin-3-yl)imidazo[1,5-c]pyrimidin-3-yl)-2-cyano-N-(4-cyclopropylpyridin-2-yl)benzamide